NC1=NC(=C2N=CN(C2=N1)[C@@H]1O[C@@H]([C@H]([C@]1(O)C)O)CO)NC (2R,3R,4R,5R)-2-(2-amino-6-(methylamino)-9H-purin-9-yl)-5-(hydroxymethyl)-3-methyltetrahydrofuran-3,4-diol